N-(2-formylphenyl)imidazo[1,2-a]pyridine-8-carboxamide C(=O)C1=C(C=CC=C1)NC(=O)C=1C=2N(C=CC1)C=CN2